NC1=NN(N=C1)C1=C(C=C(C=N1)NC(=O)C=1C=NN(C1C(F)(F)F)C1=C2C=CC=NC2=CC=C1)Cl N-(6-(4-Amino-2H-1,2,3-triazol-2-yl)-5-chloropyridin-3-yl)-1-(chinolin-5-yl)-5-(trifluoromethyl)-1H-pyrazol-4-carboxamid